C[C@@H]1COCCN1C1=C2C(=NC(=C1)N1CC3CCC(C1)O3)N(N=C2)C2=NN(C=C2)C2OCCCC2 3-(4-((R)-3-methylmorpholino)-1-(1-(tetrahydro-2H-pyran-2-yl)-1H-pyrazol-3-yl)-1H-Pyrazolo[3,4-b]pyridin-6-yl)-8-oxa-3-azabicyclo[3.2.1]octane